N[C@@H]([C@H](O)C)C(=O)N L-Threoninamide